C[C@H]1CN(C[C@H](N1C1=NC=C(C=N1)C(F)(F)F)C)C(=O)O[C@H](CC1=CNC(C(=C1)C(F)(F)F)=O)C (S)-1-(6-Oxo-5-(trifluoromethyl)-1,6-dihydropyridin-3-yl)propan-2-yl (3S,5R)-3,5-dimethyl-4-(5-(trifluoromethyl)pyrimidin-2-yl)piperazine-1-carboxylate